COC(C(C(C1=C(C2=C(N(N=N2)C)C=C1)C)C1=CC(=C(C=C1)C)CN1CCOC2=CC=3C=CC=NC3C=C2C1)(C)C)=O 3-(3-((2,3-dihydro-[1,4]oxazepino[7,6-g]quinolin-4(5H)-yl)methyl)-4-methylphenyl)-3-(1,4-dimethyl-1H-benzo[d][1,2,3]triazol-5-yl)-2,2-dimethylpropionic acid methyl ester